OB1OC2=C(C[C@@H]1NC(CC)=O)C=CC=C2C(=O)O (R)-2-hydroxy-3-propionamido-3,4-dihydro-2H-benzo[e][1,2]oxaborinine-8-carboxylic acid